(R)-N-((R)-2,6-dioxopiperidin-3-yl)-1,2,3,4-tetrahydronaphthalene-1-carboxamide O=C1NC(CC[C@H]1NC(=O)[C@@H]1CCCC2=CC=CC=C12)=O